C(C)(C)NC1=NC2=CC=C(C=C2C=C1C(=O)NCCC1NCCC1)C=1C=NNC1 (isopropylamino)-6-(1H-pyrazol-4-yl)-N-(2-(pyrrolidin-2-yl)ethyl)quinoline-3-carboxamide